vinyltris(β-methoxyethyl)silane C(=C)[Si](CCOC)(CCOC)CCOC